C(C#C)O\N=C\1/CC(CC2=C1C(=C(O2)CNC2=CC=C(C=C2)Cl)C)(C)C (E)-2-(((4-Chlorophenyl)amino)methyl)-3,6,6-trimethyl-6,7-dihydrobenzofuran-4(5H)-one O-prop-2-yn-1-yl oxime